tert-butyl (3R,5S)-4-((6aR,8R)-2-(3-fluoro-2-hydroxyphenyl)-5,6,6a,7,8,9-hexahydropyrrolo-[1',2':4,5]pyrazino[2,3-c]pyridazine-8-carbonyl)-3,5-dimethylpiperazine-1-carboxylate FC=1C(=C(C=CC1)C=1C=C2C(=NN1)NC[C@@H]1N2C[C@@H](C1)C(=O)N1[C@@H](CN(C[C@@H]1C)C(=O)OC(C)(C)C)C)O